O[C@H]1C[C@@]2([C@]([C@@H](C[C@H]2[C@@H]2CCC3=CC(C=C[C@@]3([C@@H]12)C)=O)O)(C(CO)=O)O)C (8S,9S,10R,11S,13S,14S,16R,17S)-11,16,17-trihydroxy-17-(2-hydroxyacetyl)-10,13-dimethyl-7,8,9,11,12,14,15,16-octahydro-6H-cyclopenta[a]phenanthren-3-one